C(Cl)[C@H]1CO1 |r| Racemic-epichlorohydrin